[NH4+].S(=O)(=O)([O-])[O-].[Fe+2] ferrous sulfate ammonium salt